C[C@H]1CC[C@@H](NC1)C=1C=CC2=C(C=NS2)C1 5-[(2R,5S)-5-methyl-2-piperidyl]-1,2-Benzothiazole